(E)-6'-(3-oxo-3-(4-(thiazol-2-ylmethyl)-5,6-dihydropyridin-1(2H)-yl)prop-1-en-1-yl)-1'H-spiro[azepane-4,3'-[1,8]naphthyridine]-2',7(4'H)-dione O=C(/C=C/C=1C=C2CC3(C(NC2=NC1)=O)CCNC(CC3)=O)N3CC=C(CC3)CC=3SC=CN3